OCC=1C=C(SC1)C(=O)O 4-(hydroxymethyl)thiophene-2-carboxylic acid